FC(C=1C(N(C=C(C1)CCN(C)C)C(C(=O)OCC)CC(C)C)=O)F ethyl 2-(3-(difluoromethyl)-5-(2-(dimethylamino)ethyl)-2-oxopyridin-1(2H)-yl)-4-methylpentanoate